C(C1=CC=CC=C1)(=O)C=1C(=NC=CC1)C(C)=O benzoyl-acetyl-pyridine